NCCN1CC2(COC3(CC3)C1)C(NC(CC2)=O)=O 13-(2-Aminoethyl)-4-oxa-8,13-diazadispiro[2.2.56.33]tetradecane-7,9-dione